CC=1OC=CC=2C1OC(C2)=O 7-methyl-2H-furo[2,3-c]Pyran-2-one